N-(3,5-Dimethoxyphenyl)-1-(4-(hydroxycarbamoyl)benzyl)-1H-indole-3-carboxamide COC=1C=C(C=C(C1)OC)NC(=O)C1=CN(C2=CC=CC=C12)CC1=CC=C(C=C1)C(NO)=O